ClC1=NC=C(C(=C1)NC1=C(C(=O)NOC)C=C(C(=C1)F)F)Cl 2-((2,5-dichloropyridin-4-yl)amino)-4,5-difluoro-N-methoxybenzamide